ON1CC2(CC1=O)CCN(CC2)C2CC1CCC(C2)N1C(=O)OCC ethyl (3-endo)-3-(2-hydroxy-3-oxo-2,8-diazaspiro[4.5]dec-8-yl)-8-azabicyclo[3.2.1]octane-8-carboxylate